benzyl-7-formyl-2H-spiro[benzofuran-3,4'-piperidine]-6-carboxylic acid C(C1=CC=CC=C1)N1CCC2(CC1)COC1=C2C=CC(=C1C=O)C(=O)O